BrC1=CC(=C2CCN(CC2=C1)C(C(F)(F)F)=O)C(F)(F)F 1-(7-bromo-5-(trifluoromethyl)-3,4-dihydroisoquinolin-2(1H)-yl)-2,2,2-trifluoroethan-1-one